(R)-tert-butyl 3-((S)-3-(3-(2-(((benzyloxy)carbonyl)amino)ethoxy)phenyl)-1-(tert-butoxy)-1-oxopropan-2-yl)pyrrolidine-1-carboxylate C(C1=CC=CC=C1)OC(=O)NCCOC=1C=C(C=CC1)C[C@H](C(=O)OC(C)(C)C)[C@@H]1CN(CC1)C(=O)OC(C)(C)C